FC(C1(CC(=NO1)C1=C2C(=C(N=C1)C(=O)O)OC=C2)C2=CC(=CC=C2)C(F)(F)F)(F)F 4-[4,5-dihydro-5-(trifluoromethyl)-5-[3-(trifluoromethyl)phenyl]-3-isoxazolyl]furo[2,3-c]pyridine-7-carboxylic acid